CC=1N=C(C2=C(N1)N=CC(=C2)C2=CCC1(CNC1)CC2)N[C@H](C)C2=C(C(=CC=C2)C(F)(F)F)C 7-[2-methyl-4-({(1R)-1-[2-methyl-3-(trifluoromethyl)phenyl]ethyl}amino)pyrido[2,3-d]pyrimidin-6-yl]-2-azaspiro[3.5]non-6-en